C(C1=CC=CC=C1)SC1=C(C=CC(=C1)[N+](=O)[O-])OC(F)(F)F benzyl-(5-nitro-2-(trifluoromethoxy)phenyl)sulfane